N-(2-chloro-3-((5-chloro-3-methyl-4-oxo-3,4-dihydroquinazolin-6-yl)oxy)-4-fluorophenyl)-3-(difluoromethoxy)pyrrolidine-1-sulfonamide ClC1=C(C=CC(=C1OC=1C(=C2C(N(C=NC2=CC1)C)=O)Cl)F)NS(=O)(=O)N1CC(CC1)OC(F)F